ethyl 5-(4-methyl-1H-imidazol-1-yl)nicotinate CC=1N=CN(C1)C=1C=NC=C(C(=O)OCC)C1